ε-4-methyltrityl-L-lysine CC1=CC=C(C(C2=CC=CC=C2)(C2=CC=CC=C2)C(CCC[C@H](N)C(=O)O)N)C=C1